ClC1([C@H]([C@@H]1C1=CC(=C(C=C1)F)C(F)(F)F)C(=O)N)Cl (1R,3R)-2,2-dichloro-3-(4-fluoro-3-(trifluoromethyl)phenyl)cyclopropane-1-carboxamide